CC1(COC(OC1)CCCCN1CC2=C(C(=C(C=C2CC1)O)N1CC(NS1(=O)=O)=O)F)C 5-{2-[4-(5,5-dimethyl-1,3-dioxan-2-yl)butyl]-8-fluoro-6-hydroxy-1,2,3,4-tetrahydroisoquinolin-7-yl}-1λ6,2,5-thiadiazolidine-1,1,3-trione